ClC1=NC(=CC(=C1)C1CCN(CC1)C(=O)OC(C)(C)C)N1CC(CC1)(F)F tert-butyl 4-(2-chloro-6-(3,3-difluoropyrrolidin-1-yl)pyridin-4-yl)piperidine-1-carboxylate